CC1=C(C=CC(=C1)C)N1CCN(CC1)CC=1C=C2CN(C(C2=CC1)=O)C1C(NC(CC1)=O)=O 3-(5-((4-(2,4-dimethylphenyl)piperazin-1-yl)methyl)-1-oxoisoindolin-2-yl)piperidine-2,6-dione